2-(5-(pyridin-3-ylethynyl)-1H-benzo[d]imidazol-2-yl)ethan-1-amine trihydrochloride Cl.Cl.Cl.N1=CC(=CC=C1)C#CC1=CC2=C(NC(=N2)CCN)C=C1